CNCC(C)NC(=O)C1=CC2=CC=CC(=C2C=C1)C1=CC=C(C=C1)C(F)(F)F N-(1-(methylamino)propan-2-yl)-5-(4-(trifluoromethyl)phenyl)-2-naphthamide